CN(CCCCC(=O)N)C1(CCCC1)C 5-[methyl(1-methylcyclopentyl)amino]pentanamide